C(CCC)C1C(=NN(C1(C(=O)NCCOC)C)C1=CC=CC=C1)C1=C(C=C(C=C1)F)F 4-butyl-3-(2,4-difluorophenyl)-N-(2-methoxyethyl)-5-methyl-1-phenyl-4,5-dihydro-1H-pyrazole-5-carboxamide